O1CS(NCC1)(=O)=O 1,3,4-oxathiazinane 3,3-dioxide